tert-Butyl 5-(7-(2,3-dichloro-6-methoxyphenyl)imidazo[1,2-a]pyridin-2-yl)hexahydrocyclopenta[c]pyrrole-2(1H)-carboxylate ClC1=C(C(=CC=C1Cl)OC)C1=CC=2N(C=C1)C=C(N2)C2CC1C(CN(C1)C(=O)OC(C)(C)C)C2